N-(4-(4-methoxypiperidine-1-carbonyl)phenyl)-2-(6-phenylimidazo[1,5-a]pyridin-5-yl)acetamide COC1CCN(CC1)C(=O)C1=CC=C(C=C1)NC(CC1=C(C=CC=2N1C=NC2)C2=CC=CC=C2)=O